N-(4-(2-aminoethoxy)-3-(1-methyl-1H-pyrazol-5-yl)phenyl)-3-methoxybenzamide NCCOC1=C(C=C(C=C1)NC(C1=CC(=CC=C1)OC)=O)C1=CC=NN1C